Ethyl 4-(3-((tert-butoxycarbonyl)((2-chloro-[1,1'-biphenyl]-4-yl)methyl)amino)propanamido)-3-oxobutanoate C(C)(C)(C)OC(=O)N(CCC(=O)NCC(CC(=O)OCC)=O)CC1=CC(=C(C=C1)C1=CC=CC=C1)Cl